2-amino-N-cyclopropyl-5-{2-[(1S)-1-cyclopropylethyl]-7-[(3R)-3-hydroxypyrrolidin-1-yl]-1-oxo-2,3-dihydro-1H-isoindol-5-yl}pyrazolo[1,5-a]pyrimidine-3-carboxamide NC1=NN2C(N=C(C=C2)C=2C=C3CN(C(C3=C(C2)N2C[C@@H](CC2)O)=O)[C@@H](C)C2CC2)=C1C(=O)NC1CC1